N-[3-Fluoro-4-[[3-[2-[[(3S)-3-piperidyl]amino]pyrimidin-4-yl]-4-pyridyl]oxy]phenyl]naphthalene-1-sulfonamide FC=1C=C(C=CC1OC1=C(C=NC=C1)C1=NC(=NC=C1)N[C@@H]1CNCCC1)NS(=O)(=O)C1=CC=CC2=CC=CC=C12